N-acetyl-N-((8-(4-(trifluoromethyl)phenyl)-1,2,3,4-tetrahydroisoquinolin-6-yl)methyl)glycine C(C)(=O)N(CC(=O)O)CC=1C=C2CCNCC2=C(C1)C1=CC=C(C=C1)C(F)(F)F